N-[4-[(E)-3-[4-[2-Hydroxyethyl(methyl)amino]phenyl]prop-2-enoyl]phenyl]nonanamide OCCN(C1=CC=C(C=C1)/C=C/C(=O)C1=CC=C(C=C1)NC(CCCCCCCC)=O)C